6',6'''-(pyridine-2,6-diyl)bis(3'-dodecyloxy-3-(adamant-1-yl)-5-tert-butyl-[1,1'-biphenyl]-2-ol) N1=C(C=CC=C1C1=CC=C(C=C1C=1C(=C(C=C(C1)C(C)(C)C)C12CC3CC(CC(C1)C3)C2)O)OCCCCCCCCCCCC)C2=CC=C(C=C2C=2C(=C(C=C(C2)C(C)(C)C)C23CC1CC(CC(C2)C1)C3)O)OCCCCCCCCCCCC